(S)-N-(3-(3,4-dihydroisoquinolin-2(1H)-yl)-2-hydroxypropyl)-2-methyl-1-oxo-1,2,3,4-tetrahydroisoquinoline-6-carboxamide C1N(CCC2=CC=CC=C12)C[C@H](CNC(=O)C=1C=C2CCN(C(C2=CC1)=O)C)O